COP(OC)(=O)CC([C@H](C)C1=C(C=CC=C1)F)=O Dimethyl[(3R)-3-(2-fluorophenyl)-2-oxobutyl]phosphonate